ClC1=NC=2N(C=C1)N=CC2C(=O)NC2=C(C=C(C=C2)N2CCOCC2)C(F)(F)F 5-chloro-N-(4-morpholino-2-(trifluoromethyl)phenyl)pyrazolo[1,5-a]pyrimidine-3-carboxamide